Cl.Cl.N(=NC(C)(C)C(NCC1=CC=CC=C1)=N)C(C)(C)C(NCC1=CC=CC=C1)=N 2,2'-Azobis[2-(N-benzylamidino)propane] dihydrochloride